2,2,2-Trichloro-N-{4-[(5-chloro-thiophen-2-ylmethyl)-(methyl)amino]-2-methyl-phenyl}-acetamide ClC(C(=O)NC1=C(C=C(C=C1)N(C)CC=1SC(=CC1)Cl)C)(Cl)Cl